C(CC(CCCCCCC(=O)O)[2H])(=O)O sebacic acid-3-d